NC1=NN=C(S1)OCC1=CC=C(C=C1)C1(CC1)C#N 1-(4-[[(5-amino-1,3,4-thiadiazol-2-yl)oxy]methyl]phenyl)cyclopropane-1-carbonitrile